2-methoxy-4,5-methylenedioxybenzaldehyde COC1=C(C=O)C=C2C(=C1)OCO2